(2S)-2-[4-chloro-2-(1,3-thiazol-2-yl)phenoxy]propionic acid ClC1=CC(=C(O[C@H](C(=O)O)C)C=C1)C=1SC=CN1